FC=1C=CC(=C(C1)C(CC#CC#CC=1C=CNC1)C=1C(N(C=CC1)C)=O)OCOC 4-(6-(5-fluoro-2-(methoxymethoxy)phenyl)-6-(1-methyl-2-oxo-1,2-dihydropyridin-3-yl)hex-1,3-diyn-1-yl)-1H-pyrrole